2-(5-bromo-3-oxo-1-{[2-(trimethylsilyl)ethoxy]methyl}-2,3-dihydro-1H-isoindol-2-yl)acetic acid methyl ester COC(CN1C(C2=CC=C(C=C2C1=O)Br)COCC[Si](C)(C)C)=O